C(C=CC#N)#N butene-1,4-dinitrile